5-chloro-3-nitrophthalic acid ClC1=CC(=C(C(C(=O)O)=C1)C(=O)O)[N+](=O)[O-]